3-(hydroxymethyl)-4-(5-(methoxycarbonyl)-4-nitro-2-vinylphenyl)piperazine-1-carboxylic acid tert-butyl ester C(C)(C)(C)OC(=O)N1CC(N(CC1)C1=C(C=C(C(=C1)C(=O)OC)[N+](=O)[O-])C=C)CO